BrC1=C(C(=CC(=C1)Br)C(=O)OC)NC(=O)[C@H]1N(CCC1)C(=O)OC(C)(C)C tert-butyl (S)-2-((2,4-dibromo-6-(methoxycarbonyl)phenyl)-carbamoyl)pyrrolidine-1-carboxylate